C1=C(C=CC2=CC=CC=C12)NC1CCC(CC1)N N1-(naphthalen-2-yl)cyclohexane-1,4-diamine